N-Cyclopropyl-3-(difluoromethyl)-5-fluoro-N-(5-fluoro-2-isopropylbenzyl)-1-methyl-2H-pyrazole-4-carboxamide C1(CC1)N(C(=O)C=1C(NN(C1F)C)C(F)F)CC1=C(C=CC(=C1)F)C(C)C